3-chloro-2-methyl-5-trifluoromethyl-pyridine ClC=1C(=NC=C(C1)C(F)(F)F)C